OCC1(CCCC1)NC(C1=CC(=NC=C1)N1C=NC=C1)=O N-(1-(hydroxymethyl)cyclopentyl)-2-(1H-imidazol-1-yl)isonicotinamide